COC(=O)C1=CC=NN1CC1=CC=C(C=C1)OCC 1-(4-ethoxybenzyl)-1H-pyrazole-5-carboxylic acid methyl ester